methyl-3-(5-benzofuranyl)-3-oxopropionate COC(CC(=O)C=1C=CC2=C(C=CO2)C1)=O